O=C1C=NC2=CC=CC=C2N1 3-oxo-4H-quinoxaline